ClCCCN1CN(C=C1)CCCCl 1,3-bis(3-chloropropyl)-2,3-dihydro-1H-imidazole